N-(4-fluoro-4-formylcyclohexyl)benzenesulfonamide FC1(CCC(CC1)NS(=O)(=O)C1=CC=CC=C1)C=O